CN1C(N(C2=C1C=C(C=C2)CN2CCC(CC2)CCC2CCNCC2)C2CNCCC2)=O 3-[3-methyl-2-oxo-5-[[4-[2-(4-piperidyl)ethyl]-1-piperidyl]methyl]benzimidazol-1-yl]piperidine